CC1=NN(C(=C1)C)CC1=CC=C(S1)C(=O)O 5-((3,5-dimethylpyrazol-1-yl)methyl)thiophene-2-carboxylic acid